rac-4-(((3aR,5s,6aS)-2-(2-hydroxy-2-(4-hydroxyphenyl)ethyl)octahydrocyclopenta[c]pyrrol-5-yl)oxy)benzonitrile OC(CN1C[C@@H]2[C@H](C1)CC(C2)OC2=CC=C(C#N)C=C2)C2=CC=C(C=C2)O